C(C)(C)(C)OC(C1=C(C(=C(C=C1N)C(C)(C)C)OC1=C(C(=CC=C1F)N(S(=O)(=O)CCCF)S(=O)(=O)CCCF)Cl)C)=O tert-butyl-6-amino-3-{2-chloro-6-fluoro-3-[N-(3-fluoropropanesulfonyl)3-fluoropropanesulfonylamino]phenoxy}-2-methylbenzoic acid tert-butyl ester